1-(benzo[d][1,3]dioxol-4-yl)-5-(trifluoromethyl)-1H-pyrazole-4-carboxylic acid ethyl ester C(C)OC(=O)C=1C=NN(C1C(F)(F)F)C1=CC=CC=2OCOC21